C1(CC1)C(C1CC1)NC1=C2N=CN(C2=NC(=N1)I)[C@H]1[C@@H]([C@@H]([C@@]2(C[C@H]12)CSC)O)O (1S,2R,3S,4R,5S)-4-(6-((Dicyclopropylmethyl)amino)-2-iodo-9H-purin-9-yl)-1-((methylthio)methyl)bicyclo[3.1.0]hexane-2,3-diol